FC(OC1=CC=CC(=N1)NCC1=CC(=C(C(=C1)O)N1CC(NS1(=O)=O)=O)F)F 5-(4-(((6-(difluoromethoxy)pyridin-2-yl)amino)methyl)-2-fluoro-6-hydroxyphenyl)-1,2,5-thiadiazolidin-3-one 1,1-dioxide